ClC=1C=C(C=CC1F)NC(N(C)[C@H]1COCC=2NC(C=3C=C(C=C(C3C21)F)F)=O)=O (R)-3-(3-chloro-4-fluorophenyl)-1-(8,10-difluoro-6-oxo-1,4,5,6-tetrahydro-2H-pyrano[3,4-c]isoquinolin-1-yl)-1-methylurea